1-((2-(trimethylsilyl)ethoxy)methyl)-1H-pyrrole-2-carboxylic acid C[Si](CCOCN1C(=CC=C1)C(=O)O)(C)C